O=C1C2(C=3C(=NC=CC3)N1)CCC1=C(N=CO1)C2 2'-Oxo-1',2',6,7-tetrahydro-4H-spiro[benzo[d]oxazole-5,3'-pyrrolo[2,3-b]pyridine]